NC1=NC=NN2C1=C(C=C2C=2C=CC(=C(C(=O)N[C@@H]1CN(C[C@@H]1F)C(CC(C)C)=O)C2)CC)C(F)(F)F 5-[4-Amino-5-(trifluoromethyl)pyrrolo[2,1-f][1,2,4]triazin-7-yl]-2-ethyl-N-[(3R,4S)-4-fluoro-1-(3-methylbutanoyl)pyrrolidin-3-yl]benzamid